C(C)(C)(C)OC(=O)N1C(CNCC1)(C)C=1C2=C(N=CN1)N(C=C2C2CC2)S(=O)(=O)CC2=CC=CC=C2 (5-cyclopropyl-7-toluenesulfonyl-7H-pyrrolo[2,3-d]pyrimidin-4-yl)-2-methylpiperazine-1-carboxylic acid tert-butyl ester